CC(COS(=O)(=O)C(F)(F)F)(C)C1=NC(=NO1)C(=O)OCC ethyl 5-(2-methyl-1-(((trifluoromethyl) sulfonyl) oxy) propane-2-yl)-1,2,4-oxadiazole-3-carboxylate